ClC(C)C=1C(=NC=CC1)CC 3-(1-chloroethyl)-2-ethylpyridine